(Z)-3-((tert-butylamino)methylene)-2-(1,2-dimethyl-1H-indol-3-yl)chroman-4-one C(C)(C)(C)N\C=C/1\C(OC2=CC=CC=C2C1=O)C1=C(N(C2=CC=CC=C12)C)C